5-(3-chlorophenyl)-N-propyl-7H-pyrrolo[2,3-d]pyrimidin-4-amine ClC=1C=C(C=CC1)C1=CNC=2N=CN=C(C21)NCCC